C1(=CC=CC=2C3=CC=CC=C3CC12)COC(=O)N[C@@H](CC1=CC=CC=C1)C(=O)O (E)-N-fluorenylmethoxycarbonyl-L-phenylalanine